rac-(1S,5R)-8-(7-(8-Ethyl-7-fluoro-3-hydroxynaphthalen-1-yl)-6,8-difluoro-2-(((2R,7aS)-2-fluorotetrahydro-1H-pyrrolizin-7a(5H)-yl)methoxy)quinazolin-4-yl)-8-azabicyclo[3.2.1]octan-2-ol C(C)C=1C(=CC=C2C=C(C=C(C12)C1=C(C=C2C(=NC(=NC2=C1F)OC[C@]12CCCN2C[C@@H](C1)F)N1[C@@H]2C(CC[C@H]1CC2)O)F)O)F |&1:35,39|